C(C)(C)(C)OC(=O)N1CCC(CC1)C=1C=C2C(=C(NC2=CC1)C1=C(C(=NC(=C1)C)C)OCOC)CCO[Si](C)(C)C(C)(C)C 4-(3-(2-((tert-butyldimethylsilyl)oxy)ethyl)-2-(3-(methoxymethoxy)-2,6-dimethylpyridin-4-yl)-1H-indol-5-yl)piperidine-1-carboxylic acid tert-butyl ester